FC1=C(OC2=CC=3N(C=C2C=2C=4C(C(N(C2)C)=O)=CN(N4)C)C(=CN3)S(=O)(=O)C)C=CC(=C1)F 7-(7-(2,4-difluorophenoxy)-3-(methylsulfonyl)imidazo[1,2-a]pyridin-6-yl)-2,5-dimethyl-2,5-dihydro-4H-pyrazolo[4,3-c]pyridin-4-one